C(C)N1CCC(CC1)CC(=O)C1CN(CCC1)C1=NC=C(C=C1)C1=CC(=CC=C1)OC 2-(1-ethylpiperidin-4-yl)-1-(1-(5-(3-methoxyphenyl)pyridin-2-yl)piperidin-3-yl)ethan-1-one